monophosphate-adenosine monophosphate P(=O)(O)(O)OC[C@@H]1[C@H]([C@H]([C@@H](O1)N1C=NC=2C(N)=NC=NC12)O)O.P(=O)(O)(O)O